N-acryloyl-N-(5-methoxy-4-((E)-2-(trans-4-(trifluoromethyl)cyclohexyl)vinyl)pyridin-2-yl)acrylamide C(C=C)(=O)N(C(C=C)=O)C1=NC=C(C(=C1)\C=C\[C@@H]1CC[C@H](CC1)C(F)(F)F)OC